tert-butyl 3-chloro-2,4-difluorophenylcarbamate ClC=1C(=C(C=CC1F)NC(OC(C)(C)C)=O)F